tert-butyl (2R,4S)-4-(2,2-dimethyl-3-((3-(trifluoromethyl)pyridin-2-yl)oxy)propanamido)-2-methylpiperidine-1-carboxylate CC(C(=O)N[C@@H]1C[C@H](N(CC1)C(=O)OC(C)(C)C)C)(COC1=NC=CC=C1C(F)(F)F)C